Cl.[Cl-].NCC[N+]1=CC=CC=C1 (2-aminoethyl)-pyridinium chloride hydrochloride